CS(=O)(=O)O.N[C@H]1CCC=2C=3C1=C1C(=NC3C=C(C2OC)F)C2=CC3=C(C(N2C1)=O)COC([C@]3(O)CC)=O (1S,9S)-1-amino-9-ethyl-5-fluoro-9-hydroxy-4-methoxy-1,2,3,9,12,15-hexahydro-10H,13H-benzo[de]pyrano[3',4':6,7]indolizino[1,2-b]quinoline-10,13-dione methanesulfonate